(14S)-8-tert-Butyl-12,12-dimethyl-17-(pyridin-2-yl)-2λ6-thia-3,9,11,18,23-pentaazatetracyclo[17.3.1.111,14.05,10]tetracosa-1(23),5(10),6,8,19,21-hexaene-2,2,4-trione C(C)(C)(C)C=1C=CC=2C(NS(C=3C=CC=C(NC(CC[C@H]4CC(N(C2N1)C4)(C)C)C4=NC=CC=C4)N3)(=O)=O)=O